(R)-((4-(2-Bromo-5-methylphenoxy)pentyl)oxy)(tert-butyl)dimethylsilane BrC1=C(O[C@@H](CCCO[Si](C)(C)C(C)(C)C)C)C=C(C=C1)C